Methacryloxypropyltris(methoxyethoxy)silane C(C(=C)C)(=O)OCCC[Si](OCCOC)(OCCOC)OCCOC